(Z)-N-[2-(diethylamino) ethyl]-5-[(5-fluoro-2-oxo-1,2-dihydro-3H-indol-3-ylidene) methyl]-2,4-dimethyl-3-carbamoyl-1H-pyrrolemalate C(C)N(CCN1C(C(C(=C1\C=C\1/C(NC2=CC=C(C=C12)F)=O)C)C(N)=O)(C(C(C(=O)[O-])O)C(=O)[O-])C)CC